ClC1=NC=CC(=N1)NC1=C(C=CC=C1)NS(=O)(=O)C1=CC=CC=C1 N-(2-((2-chloropyrimidin-4-yl)amino)phenyl)benzene-sulfonamide